5,7-dibromo-8-methyl-4-(8-methyl-2-methylsulfonyl-7-oxo-pyrido[2,3-d]pyrimidin-6-yl)-2,3-dihydroquinoxaline-1-carboxylic acid tert-butyl ester C(C)(C)(C)OC(=O)N1CCN(C2=C(C=C(C(=C12)C)Br)Br)C1=CC2=C(N=C(N=C2)S(=O)(=O)C)N(C1=O)C